C1(CC1)C=1N=NN(C1)[C@H](C(=O)N1[C@@H](C[C@H](C1)O)C(=O)NCCOC1CS(CC1)(=O)=O)C(C)(C)C (2S,4r)-1-[(2S)-2-(4-cyclopropyl-triazol-1-yl)-3,3-dimethyl-butyryl]-N-[2-(1,1-dioxothiolan-3-yl)oxyethyl]-4-hydroxy-pyrrolidine-2-carboxamide